C(C)OC1=C(C(C1=O)=O)NCCCCOC=1C=C(C=CC1)C(C(=O)N[C@@H](C(=O)NCC1=CC=C(C=C1)O)CCCN\C(=N/C(NCCNC(CC)=O)=O)\N)C1=CC=CC=C1 (2R)-2-(2-(3-(4-((2-ethoxy-3,4-dioxocyclobut-1-en-1-yl)amino)butoxy)phenyl)-2-phenylacetamido)-N-(4-hydroxybenzyl)-5-((Z)-2-((2-propionamidoethyl)carbamoyl)guanidino)pentanamide